(2Z,4E)-Hexa-2,4-dienedioic acid C(\C=C/C=C/C(=O)O)(=O)O